2-[3'-tert-butyl-2'-hydroxy-5'-(3''-methacryloxypropyl)phenyl]-5-chlorobenzotriazole C(C)(C)(C)C=1C(=C(C=C(C1)CCCOC(C(=C)C)=O)N1N=C2C(=N1)C=CC(=C2)Cl)O